rac-tert-butyl (4-hydroxy-2-((1S*,2S*)-2-(4-methylpyrimidin-2-yl)cyclopropyl)quinolin-7-yl)carbamate OC1=CC(=NC2=CC(=CC=C12)NC(OC(C)(C)C)=O)[C@@H]1[C@H](C1)C1=NC=CC(=N1)C |r|